4-Ethyl-3,4-dihydro-2H-pyrido[4,3-b][1,4,5]oxathiazepine 1,1-dioxide C(C)C1CNS(C2=C(O1)C=CN=C2)(=O)=O